1-(4-((6S,7S)-7-(6-amino-4-methyl-3-(trifluoromethyl)pyridin-2-yl)-6-methyl-2-(((S)-1-methylpyrrolidin-2-yl)methoxy)-5,6,7,8-tetrahydroquinazolin-4-yl)piperazin-1-yl)prop-2-en-1-one NC1=CC(=C(C(=N1)[C@@H]1[C@H](CC=2C(=NC(=NC2C1)OC[C@H]1N(CCC1)C)N1CCN(CC1)C(C=C)=O)C)C(F)(F)F)C